[(S)-2-hydroxy-3-methyl-butyryl]-1-(L-alaninyl)-(S)-1-amino-3-methyl-4,5,6,7-tetrahydro-2H-3-benzazepin-2-one O[C@H](C(=O)C1CC2=C([C@](C(N1C)=O)(N)C([C@@H](N)C)=O)C=CCC2)C(C)C